O=S1(N(CC(N1)=O)C=1C(=C(C=CC1O)C1=CC(=NN1)CC#N)F)=O 2-(5-(3-(1,1-dioxido-4-oxo-1,2,5-thiadiazolidin-2-yl)-2-fluoro-4-hydroxyphenyl)-1H-pyrazol-3-yl)acetonitrile